N1=C2N(C(N=C1)=O)C=CN2 imidazo[1,2-a]-1,3,5-triazin-4(8H)-one